CC1=CC(=NC2=CC=CC=C12)C1OCCCC1 4-methyl-2-(tetrahydro-2H-pyran-2-yl)-quinoline